(3-methoxy-5-methylphenyl)boronic acid COC=1C=C(C=C(C1)C)B(O)O